methyl (1S,3S)-3-((6-(3-(((butyl(methyl)carbamoyl)oxy)methyl)-5-chlorothiophen-2-yl)-2-methylpyridin-3-yl)oxy)cyclohexane-1-carboxylate C(CCC)N(C(=O)OCC1=C(SC(=C1)Cl)C1=CC=C(C(=N1)C)O[C@@H]1C[C@H](CCC1)C(=O)OC)C